2-{3-(6-(1,1'-biphenyl-4-yl)-dibenzothiophen-4-yl)-phenyl}-4-(9,9-dimethylfluoren-2-yl)-6-phenyl-1,3,5-triazine C1(=CC=C(C=C1)C1=CC=CC=2C3=C(SC21)C(=CC=C3)C=3C=C(C=CC3)C3=NC(=NC(=N3)C3=CC=2C(C1=CC=CC=C1C2C=C3)(C)C)C3=CC=CC=C3)C3=CC=CC=C3